Tert-butyl ((6-chloropyridin-3-yl)(dimethylamino)(oxo)-λ6-sulfaneylidene)carbamate ClC1=CC=C(C=N1)S(=O)(N(C)C)=NC(OC(C)(C)C)=O